N-(1-cyanocyclopropyl)-3-(5-(difluoromethyl)-1,3,4-thiadiazol-2-yl)-8-((tetrahydro-2H-pyran-4-yl)amino)imidazo[1,5-a]pyridine-6-sulfonamide C(#N)C1(CC1)NS(=O)(=O)C=1C=C(C=2N(C1)C(=NC2)C=2SC(=NN2)C(F)F)NC2CCOCC2